CC1(COC1)COCOCOCC1(COC1)C bis[(3-methyl-3-oxetanylmethoxy) methyl] ether